C(C)(C)(C)N(C([O-])=O)CC1=CC(=C(C=C1)CBr)OC.C1(=CC=C(C=C1)[B+2])C.C(C)(C)(C)N(C([O-])=O)CC1=CC(=C(C=C1)CBr)OC (para-tolyl)boron tert-butyl-(4-(bromomethyl)-3-methoxybenzyl)carbamate